CN1N=CC(=C1)CN1C(N(C(C2=C1SC=C2)=O)CC=2C=NN(C2)C)=O 1,3-Bis((1-Methyl-1H-pyrazole-4-yl)methyl)-2,4-dioxo-1,2,3,4-tetrahydrothieno[2,3-d]pyrimidin